CCCCCCCCCCC(CCCCCCCC)O 11-nonadecanol